rac-1-cyclopropyl-1-(pyridin-2-yl)methanamine C1(CC1)[C@@H](N)C1=NC=CC=C1 |r|